3-(3,4-dihydroquinolin-1(2H)-yl)-N-(2-fluoro-4-hydroxyphenyl)propionamide N1(CCCC2=CC=CC=C12)CCC(=O)NC1=C(C=C(C=C1)O)F